ethyl 6-[2-(9-{[4-(dimethylamino)butanoyl]oxy}octadecyl)cyclopropyl]hexanoate CN(CCCC(=O)OC(CCCCCCCCC1C(C1)CCCCCC(=O)OCC)CCCCCCCCC)C